N4,N4-bis(2-hydroxyethyl)maleamide tungsten molybdenum rhenium [Re].[Mo].[W].OCCN(C(\C=C/C(=O)N)=O)CCO